C(C(C)(C)C)N neo-pentyl-amine